BrC1=C2C=CC(=NC2=CC=C1)OC 5-bromo-2-methoxy-quinoline